tert-butyl 3-bromo-4-chloro-2-methyl-1H-indole-1-carboxylate BrC1=C(N(C2=CC=CC(=C12)Cl)C(=O)OC(C)(C)C)C